N-[(3S)-1-[3-pyrimidin-5-yl-1-(2-trimethylsilylethoxymethyl)pyrrolo[2,3-b]pyridin-4-yl]-3-piperidinyl]carbamic acid tert-butyl ester C(C)(C)(C)OC(N[C@@H]1CN(CCC1)C1=C2C(=NC=C1)N(C=C2C=2C=NC=NC2)COCC[Si](C)(C)C)=O